acrylic acid 6-hydroxyhexyl ester OCCCCCCOC(C=C)=O